2-(2-isopropylphenyl)-7-methyl-9-(4-(1-methyl-1H-1,2,3-triazol-4-yl)benzyl)-7,9-dihydro-8H-purin-8-one C(C)(C)C1=C(C=CC=C1)C1=NC=C2N(C(N(C2=N1)CC1=CC=C(C=C1)C=1N=NN(C1)C)=O)C